C(C)(C)(C)OC(=O)N1CCC2(CC1)CCN(CC2)CC2CCN(CC2)C(=O)OCC2=CC=CC=C2 tert-butyl-9-((1-((benzyloxy)carbonyl)piperidin-4-yl)methyl)-3,9-diazaspiro[5.5]undecane-3-carboxylate